4-(4-fluoro-3-(3-(isopropylamino)azetidine-1-carbonyl)benzyl)phthalazin FC1=C(C=C(CC2=NN=CC3=CC=CC=C23)C=C1)C(=O)N1CC(C1)NC(C)C